C(C=C)(=O)O.C(C=C)(=O)O.OCCOC1=CC=C(C=C1)C1(C2=CC=CC=C2C=2C=CC=CC12)C1=CC=C(C=C1)OCCO 9,9-Bis[4-(2-hydroxyethoxy)phenyl]fluorene diacrylate